tert-butyl 4-(6-(3-(3,4-dimethoxyphenyl)propanoyl)pyridin-2-ylamino)-4-oxobutanoate COC=1C=C(C=CC1OC)CCC(=O)C1=CC=CC(=N1)NC(CCC(=O)OC(C)(C)C)=O